ClC1=CC2=C(C(=NNC2=O)C)C=N1 7-chloro-4-methylpyrido[3,4-d]pyridazin-1(2H)-one